4-(5-cyclopropyl-1,2,4-thiadiazol-3-yl)-4-methylpiperidine C1(CC1)C1=NC(=NS1)C1(CCNCC1)C